FC1(CCC1)C=O (1-fluorocyclobutyl)methanone